8-bromo-7-chloro-1-cyclopropyl-6-(2-fluorophenyl)-4H-[1,2,4]Triazolo[4,3-a][1,4]Benzodiazepine BrC=1C=CC2=C(C(=NCC=3N2C(=NN3)C3CC3)C3=C(C=CC=C3)F)C1Cl